1-(9Z-octadecenoyl)-2-(9Z-nonadecenoyl)-glycero-3-phospho-(1'-sn-glycerol) CCCCCCCCC/C=C\CCCCCCCC(=O)O[C@H](COC(=O)CCCCCCC/C=C\CCCCCCCC)COP(=O)(O)OC[C@H](CO)O